1-[(3R,5S,8R,9S,10S,13S,14S,17S)-3-hydroxy-3,10,13-trimethyl-1,2,4,5,6,7,8,9,11,12,14,15,16,17-tetradecahydrocyclopenta[a]phenanthren-17-yl]ethanone O[C@@]1(CC[C@@]2([C@H]3CC[C@@]4([C@H](CC[C@H]4[C@@H]3CC[C@H]2C1)C(C)=O)C)C)C